(R)-5-(4-(cyclopropylmethyl)-2-methylpiperazin-1-yl)-2-(4-isopropyl-5-(8-methoxy-[1,2,4]triazolo[1,5-a]pyridin-6-yl)-1H-pyrazol-3-yl)thiazole C1(CC1)CN1C[C@H](N(CC1)C1=CN=C(S1)C1=NNC(=C1C(C)C)C=1C=C(C=2N(C1)N=CN2)OC)C